5,8-dihydropyrido[3,4-d]Pyrimidine-7(6H)-carboxylic acid N1=CN=CC2=C1CN(CC2)C(=O)O